CC1=C(OC=2C1=C(C=CC2)N)CNC 3-methyl-2-(methylaminomethyl)benzofuran-4-amine